N-n-tridecanoyl-methionine C(CCCCCCCCCCCC)(=O)N[C@@H](CCSC)C(=O)O